O1CCOC12CCC(CC2)C2=CC(=NN2C(C)C)C2=NC=C(C=C2)C(F)(F)F [5-(1,4-dioxaspiro[4.5]decan-8-yl)-1-isopropyl-pyrazol-3-yl]-5-(trifluoromethyl)pyridine